B(O)(O)C(CC=1C(=C(C(=O)O)C=CC1)O)NC(\C(=N/OC)\C=1N=C(SC1)NC(C(CCCCN)N)=O)=O (Z)-3-(2-borono-2-(2-(2-(2,6-diaminohexanamido)thiazol-4-yl)-2-(methoxyimino)acetamido)ethyl)-2-hydroxybenzoic acid